7-(2-Amino-7-Fluorobenzo[d]Thiazol-4-yl)-6-Chloro-8-Fluoro-4-((R)-4-(2-Fluoroacryloyl)-3-Methylpiperazin-1-yl)-2-((1-Methylpyrroline-2-yl)Methoxy)Quinolin NC=1SC2=C(N1)C(=CC=C2F)C2=C(C=C1C(=CC(=NC1=C2F)OCC=2N(CCC2)C)N2C[C@H](N(CC2)C(C(=C)F)=O)C)Cl